(R)-2-(3-fluoropyridin-2-yl)-5-(4-(4-isopropylpyrazolo[1,5-a]pyridin-2-yl)-1,4,6,7-tetrahydro-5H-imidazo[4,5-c]pyridin-5-yl)-1,3,4-oxadiazole FC=1C(=NC=CC1)C=1OC(=NN1)N1[C@H](C2=C(CC1)NC=N2)C2=NN1C(C(=CC=C1)C(C)C)=C2